(E)-[(3-bromo-6-fluoro-2-methoxy-5-methylphenyl)methylidene](methoxy)amine BrC=1C(=C(C(=C(C1)C)F)\C=N\OC)OC